FC1(CC(C1)NC1=NC(=NC(=N1)NC1CC(C1)(F)F)C1=NC=CC(=N1)C(F)F)F N2,N4-bis(3,3-difluorocyclobutyl)-6-(4-(difluoromethyl)pyrimidin-2-yl)-1,3,5-triazine-2,4-diamine